(2-(3-isobutoxy-4-methoxyphenyl)oxazol-4-yl)methylamine hydrochloride Cl.C(C(C)C)OC=1C=C(C=CC1OC)C=1OC=C(N1)CN